C(#C)[SH2+].N[C@@H](CCSC)C(=O)[O-] methionine ethynylsulfonium salt